NCCCC=1N=NN(C1)C(C)C=1C=CC=C2C(=C(NC12)C(=O)O)C1=CC(=C(C=C1)CS(=O)(=O)C)Cl 7-[1-[4-(3-Aminopropyl)triazol-1-yl]ethyl]-3-[3-chloro-4-(methylsulfonylmethyl)phenyl]-1H-indole-2-carboxylic acid